O=C1NC(CCC1C1=NN(C2=CC(=CC=C12)C1CCN(CC1)CC1CCN(CC1)C(=O)O[C@@H]1CC[C@H](CC1)NC1=NC=C(C(=N1)C=1C=C(C=CC1)C1=CC=CC=C1)F)C)=O trans-4-((4-([1,1'-biphenyl]-3-yl)-5-fluoropyrimidin-2-yl)amino)cyclohexyl 4-((4-(3-(2,6-dioxopiperidin-3-yl)-1-methyl-1H-indazol-6-yl)piperidin-1-yl)methyl)piperidine-1-carboxylate